1-(1-acryloylpyrrolidin-3-yl)-N-(3,3-difluorocyclopentyl)-3-(4-(trifluoromethyl)phenyl)-1H-indazole-7-carboxamide C(C=C)(=O)N1CC(CC1)N1N=C(C2=CC=CC(=C12)C(=O)NC1CC(CC1)(F)F)C1=CC=C(C=C1)C(F)(F)F